TRIFLUOROMETHYLPHENYL-VALYLGLYCINE FC(F)(F)N([C@@H](C(C)C)C(=O)NCC(=O)O)C1=CC=CC=C1